4-((5-(4-(aminomethyl)-4-methylpiperidin-1-yl)-3-methylpyrazin-2-yl)thio)-3-chloropyridin-2-amine NCC1(CCN(CC1)C=1N=C(C(=NC1)SC1=C(C(=NC=C1)N)Cl)C)C